1-(2-ethynylthiazol-4-yl)-3-(4-(3-methyl-4-oxo-3,4-dihydro-quinazolin-5-yl)benzyl)urea C(#C)C=1SC=C(N1)NC(=O)NCC1=CC=C(C=C1)C1=C2C(N(C=NC2=CC=C1)C)=O